(3S*,3aS*,6R*,7R*,7aS*)-N-benzyl-7-isobutyl-1-(4-methoxybenzyl)-1,2,3,6,7,7a-hexahydro-3aH-3,6-methanopyrrolo[3,2-b]pyridine-3a-carboxamide C(C1=CC=CC=C1)NC(=O)[C@@]12N=C[C@H]3[C@H]([C@@H]1N(C[C@@H]2C3)CC3=CC=C(C=C3)OC)CC(C)C |o1:10,13,14,15,18|